4-(2-(2-cyclopentylimino)thiazol-4-yl)benzonitrile C1C(CCC1)N=C1SC=C(N1)C1=CC=C(C#N)C=C1